F[C@@H]1[C@@H](CNC1)NC(O)=O.ClC=1C=C(C(=NC1)N1C(C(N(C(C1)=O)CC1=CC=C(C=C1)C(F)F)C1CC(C1)OC)=O)F 1-(5-chloro-3-fluoropyridin-2-yl)-4-(4-(difluoromethyl)benzyl)-3-(3-methoxycyclobutyl)piperazine-2,5-dione ((3R,4S)-4-fluoropyrrolidin-3-yl)carbamate